1-(4-amino-benzyl)guanidine NC1=CC=C(CNC(=N)N)C=C1